beta-carboline-3-carboxylic acid benzyl ester C(C1=CC=CC=C1)OC(=O)C=1N=CC=2NC3=CC=CC=C3C2C1